isoxazole malonate C(CC(=O)O)(=O)O.O1N=CC=C1